5-chloro-2-[(6-chloro-3-oxazol-5-yl-4-quinolinyl)amino]benzoic acid ClC=1C=CC(=C(C(=O)O)C1)NC1=C(C=NC2=CC=C(C=C12)Cl)C1=CN=CO1